Cl.N[C@@H](C(=O)N[C@@H](CCCC1=CC=CC=C1)B1OC(C(O1)(C)C)(C)C)CC(N1CCCC1)=O (R)-2-amino-4-oxo-N-((R)-4-phenyl-1-(4,4,5,5-tetramethyl-1,3,2-dioxaborolan-2-yl)butyl)-4-(pyrrolidin-1-yl)butanamide hydrochloride